P(=O)(OC[C@H]1O[C@H]([C@@H]([C@@H]1O)O)[N+]1=CC(=CC=C1)C(N)=O)(O)[O-] [(2R,3S,4R,5R)-5-(3-carbamoylpyridin-1-ium-1-yl)-3,4-dihydroxyoxolan-2-yl]methyl hydrogen phosphate